ClC=1C(=NN2C1C=C(C=C2)OC2=NC=CC=C2OCC(F)(F)F)C(=O)NC2(CS(CC2)(=O)=O)C 3-Chloro-N-(3-methyl-1,1-dioxidotetrahydrothiophen-3-yl)-5-((3-(2,2,2-trifluoroethoxy)pyridin-2-yl)oxy)pyrazolo[1,5-a]pyridine-2-carboxamide